tert-butyl 2-((benzyloxy) methyl)-4-((1-((tert-butyldimethylsilyl)oxy)-2-methylpropan-2-yl)oxy)-2-(3-iodophenyl)butanoate C(C1=CC=CC=C1)OCC(C(=O)OC(C)(C)C)(CCOC(CO[Si](C)(C)C(C)(C)C)(C)C)C1=CC(=CC=C1)I